2-tetrahydropyrancarboxylate O1C(CCCC1)C(=O)[O-]